ethyl 3-(3-bromo-5-oxo-4,5-dihydro-1H-1,2,4-triazol-4-yl)propanoate BrC1=NNC(N1CCC(=O)OCC)=O